2,2-diethyl-4-oxo-1,3-dihydroquinoline-6-carboxylic acid C(C)C1(NC2=CC=C(C=C2C(C1)=O)C(=O)O)CC